7,8-dimethoxy-5-methyl-2,3-dihydrobenzo[b][1,4]oxazepine-4(5H)-one COC1=CC2=C(OCCC(N2C)=O)C=C1OC